5-(difluoromethoxy)-2-[3-(difluoromethyl)-6-[5-methoxy-6-[(6-methylpyridazin-3-yl)amino]benzimidazol-1-yl]-2-pyridyl]pyrazole-3-carbonitrile FC(OC=1C=C(N(N1)C1=NC(=CC=C1C(F)F)N1C=NC2=C1C=C(C(=C2)OC)NC=2N=NC(=CC2)C)C#N)F